COC1=C(C=CC(=C1)OC)NC(N)=O 3-(2,4-dimethoxyphenyl)urea